O1C(=NC=C1)C1=NN(N=C1)C=1C(=NC=CN1)C(C)NC(C1=CC(=CC(=C1)C(F)(F)F)C(F)(F)F)=O N-[1-[3-(4-oxazol-2-yltriazol-2-yl)pyrazin-2-yl]ethyl]-3,5-bis(trifluoromethyl)benzamide